6-fluoro-7-[(2R)-2-[[(3-methylpyridin-2-yl)oxy]methyl]pyrrolidin-1-yl]-1-(oxetan-4-yl)-4-oxoquinoline-3-carboxylic acid FC=1C=C2C(C(=CN(C2=CC1N1[C@H](CCC1)COC1=NC=CC=C1C)C1CCO1)C(=O)O)=O